4-((4aR,7aR)-1-(but-2-ynoyl)octahydro-6H-pyrrolo[3,4-b]pyridin-6-yl)-3-chloro-5-fluoro-2-methyl-1H-indole-7-carboxamide C(C#CC)(=O)N1[C@@H]2[C@H](CCC1)CN(C2)C2=C1C(=C(NC1=C(C=C2F)C(=O)N)C)Cl